ClC(=O)OC1=CC=C(C=C1)[N+](=O)[O-] E-4-nitrophenyl chloroformate